tert-Butyl 4-(2-fluoro-4-nitrophenyl)piperazine-1-carboxylate FC1=C(C=CC(=C1)[N+](=O)[O-])N1CCN(CC1)C(=O)OC(C)(C)C